NC1=C(C(=O)NC2CCC(CC2)O)C=C(C=N1)C1=CC=C(C=C1)[C@@]12CN(C[C@H]2C1)CC#C 2-amino-N-((1R,4R)-4-hydroxycyclohexyl)-5-(4-((1R,5S)-3-(prop-2-yn-1-yl)-3-azabicyclo[3.1.0]hex-1-yl)phenyl)nicotinamide